CC(CO)C=1CCC(C23CCC(C(C12)(C)C)C3)(C)C 1,3,4,5,6,7-hexahydro-β,1,1,5,5-pentamethyl-2H-2,4a-methanonaphthalene-8-ethanol